tert-butyl (S)-(1-(5-carbamoyl-4-((3,3-dimethyl-2-oxo-7-phenylindolin-5-yl)amino)pyrimidin-2-yl)piperidin-3-yl)carbamate C(N)(=O)C=1C(=NC(=NC1)N1C[C@H](CCC1)NC(OC(C)(C)C)=O)NC=1C=C2C(C(NC2=C(C1)C1=CC=CC=C1)=O)(C)C